4-hydroxy-3-[(1s)-3-oxo-1-phenylbutyl]-2h-chromen-2-one OC1=C(C(OC2=CC=CC=C12)=O)[C@@H](CC(C)=O)C1=CC=CC=C1